(R)-3-methoxy-pivaloyl-phenylalanine COCC(C(=O)N[C@H](CC1=CC=CC=C1)C(=O)O)(C)C